F[P-](F)(F)(F)(F)F.C(C)(C)(C)C1=CC=C(C=C1)[I+]C1=CC=C(C=C1)C(C)(C)C bis-(4-tert-butylphenyl)-iodonium hexafluorophosphate